tert-butyl N-[(1S)-1-cyano-2-{4-[3-(2H3)methyl-2-oxo-1,3-benzoxazol-5-yl]phenyl}ethyl]carbamate C(#N)[C@H](CC1=CC=C(C=C1)C=1C=CC2=C(N(C(O2)=O)C([2H])([2H])[2H])C1)NC(OC(C)(C)C)=O